Methyl pyran-4-carboxylate O1CC=C(C=C1)C(=O)OC